2-(4-(2-((4-(Bis(2-hydroxydecyl)amino)butyl)disulfaneyl)ethyl)piperazin-1-yl)ethyl 5-(bis((9Z,12Z)-2-hydroxyoctadeca-9,12-dien-1-yl)amino)pentanoate OC(CN(CCCCC(=O)OCCN1CCN(CC1)CCSSCCCCN(CC(CCCCCCCC)O)CC(CCCCCCCC)O)CC(CCCCCC\C=C/C\C=C/CCCCC)O)CCCCCC\C=C/C\C=C/CCCCC